methyl 4-((2R,3S,4S,5R)-3-(3,4-difluoro-2-(oxetan-3-yloxy)phenyl)-4,5-dimethyl-5-(trifluoromethyl)tetrahydrofuran-2-carboxamido)picolinate FC=1C(=C(C=CC1F)[C@H]1[C@@H](O[C@]([C@H]1C)(C(F)(F)F)C)C(=O)NC1=CC(=NC=C1)C(=O)OC)OC1COC1